N-(5-(6-(4-(tert-butyl)-2-((2s,6s)-2,6-dimethylmorpholino)phenyl)-1-oxo-3,4-dihydroisoquinolin-2(1H)-yl)-2-((2-methoxyethoxy)methoxy)phenyl)methanesulfonamide C(C)(C)(C)C1=CC(=C(C=C1)C=1C=C2CCN(C(C2=CC1)=O)C=1C=CC(=C(C1)NS(=O)(=O)C)OCOCCOC)N1C[C@@H](O[C@H](C1)C)C